C1(CCCCC1)C1=C(C=C(C=C1OC)\C=C\C1=C(C=C(C(=C1)F)F)F)OC (E)-2-cyclohexyl-5-(2,4,5-trifluorostyryl)-1,3-dimethoxybenzene